ClC=1C=CC(=C(C1)C1=NNC=C1NC(=O)C1=CN=CC=2N1N=CC2)OC(F)F N-(3-(5-chloro-2-(difluoromethoxy)phenyl)-1H-pyrazol-4-yl)pyrazolo[1,5-a]pyrazine-7-carboxamide